hexyl-[8-(methoxydimethylsilyl)-1-octanol] carbonate C(O)(=O)OC(CCCCCCC[Si](C)(C)OC)CCCCCC